1-(4-((2-aminothiazol-5-yl)oxy)-2-fluorophenyl)-3-(3-(tert-butyl)-1-phenyl-1H-pyrazol-5-yl)urea NC=1SC(=CN1)OC1=CC(=C(C=C1)NC(=O)NC1=CC(=NN1C1=CC=CC=C1)C(C)(C)C)F